C(CCCCCCC\C=C/CCCCCCCC)OC(C1=CC=CC=C1)(OCCCCCCCC\C=C/CCCCCCCC)O dioleyloxybenzyl alcohol